2-chloro-N-((2-chlorophenyl)sulfonyl)-N-(1-(4-(tetrahydro-2H-pyran-4-carbonyl)piperazin-1-yl)-2,3-dihydro-1H-inden-4-yl)benzenesulfonamide ClC1=C(C=CC=C1)S(=O)(=O)N(C1=C2CCC(C2=CC=C1)N1CCN(CC1)C(=O)C1CCOCC1)S(=O)(=O)C1=C(C=CC=C1)Cl